(+)-(2R)-propylene oxide C1[C@@H](C)O1